C(C1=CC=CC=C1)OC(=O)NCCN(CCCC(=O)O)CCCC(=O)O 4-[(2-benzyloxycarbonylamino-ethyl)-(3-carboxy-propyl)-amino]-butyric acid